BrCCC(=O)N1CCN(C2=CC=CC=C12)CC1CC1 3-bromo-1-(4-(cyclopropylmethyl)-3,4-dihydroquinoxaline-1(2H)-yl)propan-1-one